(1S,2R,3S,4R)-3-(4-oxo-1,4-dihydropyridine-1-carbonyl)-7-oxabicyclo[2.2.1]heptane-2-carboxylic acid O=C1C=CN(C=C1)C(=O)[C@H]1[C@H]([C@@H]2CC[C@H]1O2)C(=O)O